CN1N=C(C(=C1C)[N+](=O)[O-])SCC(=O)O [(1,5-dimethyl-4-nitro-1H-pyrazol-3-yl)sulfanyl]acetic acid